(E)-2-chloro-5-methoxy-N-(2-methoxy-5-(4-(4-(4-oxopent-2-enoyl)piperazin-1-yl)quinazolin-6-yl)pyridin-3-yl)benzenesulfonamide ClC1=C(C=C(C=C1)OC)S(=O)(=O)NC=1C(=NC=C(C1)C=1C=C2C(=NC=NC2=CC1)N1CCN(CC1)C(\C=C\C(C)=O)=O)OC